2-((1S,2S)-1-(2-cyanophenyl)-1-(3,5,6-trimethylpyrazin-2-yl)propan-2-yl)-5-hydroxy-N-(isoxazol-4-yl)-1-methyl-6-oxo-1,6-dihydropyrimidine-4-carboxamide C(#N)C1=C(C=CC=C1)[C@H]([C@H](C)C=1N(C(C(=C(N1)C(=O)NC=1C=NOC1)O)=O)C)C1=NC(=C(N=C1C)C)C